C1CC12NCC/C(/C2)=C/C2=CN=C(N=N2)C2=C(C=C(C=C2)N2C=NC=C2)O (Z)-2-(6-((4-azaspiro[2.5]octan-7-ylidene)methyl)-1,2,4-triazin-3-yl)-5-(1H-imidazol-1-yl)phenol